3-(5-[3-[(5-Bromopentyl)oxy]propyl]-3-methyl-2-oxo-1,3-benzodiazol-1-yl)piperidine-2,6-dione BrCCCCCOCCCC1=CC2=C(N(C(N2C)=O)C2C(NC(CC2)=O)=O)C=C1